(2S)-1-(5-Fluorobenzofuran-2-ylsulfonyl)-4,4-difluoropyrrolidine-2-carboxylic acid FC=1C=CC2=C(C=C(O2)S(=O)(=O)N2[C@@H](CC(C2)(F)F)C(=O)O)C1